5,5'-dithiobis(dinitrobenzoic acid) [N+](=O)([O-])C=1C(=C(C(=O)O)C=C(C1)SSC=1C=C(C(=C(C(=O)O)C1)[N+](=O)[O-])[N+](=O)[O-])[N+](=O)[O-]